(E)-6,10-dimethylundeca-5,9-dien C\C(=C/CCCC)\CCC=C(C)C